2-Amino-6-((1-(difluoromethyl)cyclopropyl)methoxy)-1-(3-hydroxy-2,6-dimethylphenyl)-5-methyl-1H-pyrrole NC=1N(C(=CC1)C)C1C(=C(C=CC1(C)OCC1(CC1)C(F)F)O)C